1,3-difluorobutane FCCC(C)F